methyl 2-(3-(benzyloxy)-4-fluorophenyl)-5-fluoroisonicotinate C(C1=CC=CC=C1)OC=1C=C(C=CC1F)C=1C=C(C(=O)OC)C(=CN1)F